[N+](=O)([O-])C=1C=C(C=C(C1)[N+](=O)[O-])N1C(C=CC1=O)=O N-(3,5-dinitrophenyl)maleimide